C(C=CC1=CC=CC=C1)[Pd-2](Cl)=C1N(C=CN1CC1=C(C=C(C=C1C)C)C)C1=C(C=C(C=C1C)C)C cinnamyl-[1-mesityl-3-(2,4,6-trimethylbenzyl)-1H-imidazol-2-ylidene]chloropalladium(II)